NC(C(=O)O)CC1=CNC2=CC=CC=C12 α-amino-3-indolepropionic acid